ClCN1C(C=C(C=C1)NC(C1=C(C=CC(=C1)C(F)(F)F)OC1=C(C=C(C=C1)F)C)=O)=O N-(1-(chloromethyl)-2-oxo-1,2-dihydropyridin-4-yl)-2-(4-fluoro-2-methylphenoxy)-5-(trifluoromethyl)benzamide